3-(tetrahydrofuran-2-yl)propanal O1C(CCC1)CCC=O